sodium cyanopropionate C(#N)OC(CC)=O.[Na]